N-((1S)-1-(5-((1,1-dimethyl-2,3-dihydro-1H-inden-2-yl)amino)pyridin-2-yl)-2,2,2-trifluoroethyl)-N-methyl-6-oxo-5-azaspiro[3.4]octane-2-carboxamide CC1(C(CC2=CC=CC=C12)NC=1C=CC(=NC1)[C@@H](C(F)(F)F)N(C(=O)C1CC2(C1)NC(CC2)=O)C)C